8-(6-methoxypyridin-3-yl)-1-(4-(piperazin-1-yl)-3-trifluoromethylphenyl)-1,5-dihydro-4H-[1,2,3]triazolo[4,5-c]quinolin-4-one mesylate S(C)(=O)(=O)O.COC1=CC=C(C=N1)C1=CC=2C3=C(C(NC2C=C1)=O)N=NN3C3=CC(=C(C=C3)N3CCNCC3)C(F)(F)F